C(=CC)N1C[C@@H](CCC1)N1C=C(C2=C1N=CN=C2N)C2=CC=C(C1=C2OCO1)NC(=O)C1=CC=CC2=CC=CC=C12 (R)-N-(7-(7-(1-propenylpiperidin-3-yl)-4-amino-7H-pyrrolo[2,3-d]pyrimidin-5-yl)benzo[d][1,3]dioxol-4-yl)-1-naphthamide